3-((1R,5S)-3,8-diazabicyclo[3.2.1]oct-3-yl)-1,6-diphenyl-1H-indole-2-carboxamide [C@H]12CN(C[C@H](CC1)N2)C2=C(N(C1=CC(=CC=C21)C2=CC=CC=C2)C2=CC=CC=C2)C(=O)N